tert-butyl (6S,7S)-6-(3-bromo-2-fluorobenzyl)-7-(cyclopropanesulfonamido)-5-azaspiro[2.4]heptane-5-carboxylate BrC=1C(=C(C[C@@H]2N(CC3(CC3)[C@@H]2NS(=O)(=O)C2CC2)C(=O)OC(C)(C)C)C=CC1)F